CC=1C=CC(=C(C1)O)C1=C2C(=C(N=N1)N[C@H]1CN(CCC1)C)C=NC=C2 5-methyl-2-[4-[[(3R)-1-methyl-3-piperidinyl]amino]pyrido[3,4-d]pyridazin-1-yl]phenol